ClC1=C(C=C2C=C(N=CC2=C1)NC(=O)C1CC1)C1CCN(CC1)C1(COC1)C N-(7-chloro-6-(1-(3-methyloxetan-3-yl)piperidin-4-yl)isoquinolin-3-yl)cyclopropanecarboxamide